4-butyl-3-(3,4-difluorophenyl)-5-methyl-1-phenyl-4,5-dihydro-1H-pyrazole-5-carboxylic acid methyl ester COC(=O)C1(C(C(=NN1C1=CC=CC=C1)C1=CC(=C(C=C1)F)F)CCCC)C